NCCS(=O)(=O)OS(CCN)(=O)=O Taurine-Anhydride